C1(=CC=CC=C1)C1=C(C2=CC=CC=C2C=C1)C1=CC=CC=C1 Diphenyl-naphthalene